CN1C2(C(OCC1)CCCC2)C2=CC=CC=C2 4-methyl-4a-phenyl-Octahydro-2H-benzo[b][1,4]oxazine